2-(4-bromo-3,5-difluorophenyl)-4,7-dimethoxy-1H-benzo[d]imidazole BrC1=C(C=C(C=C1F)C1=NC2=C(N1)C(=CC=C2OC)OC)F